COC1=CC2=C(NC(=N2)C2=C(C=3C(NC2=O)=CN(N3)CC)N[C@H](C)C=3N=COC3)C=C1OC |o1:22| (R*)-6-(5,6-Dimethoxy-1H-benzo[d]imidazol-2-yl)-2-ethyl-7-((1-(oxazol-4-yl)ethyl)-amino)-2H-pyrazolo[4,3-b]pyridin-5(4H)-one